ClC1=C(C=CC=C1Cl)N1C(=NC(=CC1=O)N1CCC(CC1)(C)NC(OC(C)(C)C)=O)SC tert-butyl N-{1-[1-(2,3-dichlorophenyl)-2-(methylsulfanyl)-6-oxo-1,6-dihydropyrimidin-4-yl]-4-methylpiperidin-4-yl}carbamate